C([O-])([O-])=O.[Ni+2] nickel carbonate